C(C1=CC=CC=C1)OC1=CC=C2C[C@H](N(CC2=C1)CCC)C(=O)NS(=O)(=O)C1=CC(=C(C=C1)Cl)[N+](=O)[O-] (S)-7-(benzyloxy)-N-((4-chloro-3-nitrophenyl)sulfonyl)-2-propyl-1,2,3,4-tetrahydroisoquinoline-3-carboxamide